(5-((2-(2,2-dimethylpyrrolidin-1-yl)ethyl)carbamoyl)-2-methylpyridin-3-yl)-2-(pyridin-3-yl)pyrazolo[5,1-b]Thiazole-7-carboxamide CC1(N(CCC1)CCNC(=O)C=1C=C(C(=NC1)C)C=1N2C(SC1C=1C=NC=CC1)=C(C=N2)C(=O)N)C